FC1=CC(=CC(=N1)N1CCC=2C=C(N=CC2C1)C(=O)O)N1CC(CC1)OC 7-(6-fluoro-4-(3-methoxypyrrolidin-1-yl)pyridin-2-yl)-5,6,7,8-tetrahydro-2,7-naphthyridine-3-carboxylic acid